β-(3,5-di-tert-butyl-4-hydroxyphenyl)-propionic acid C(C)(C)(C)C=1C=C(C=C(C1O)C(C)(C)C)CCC(=O)O